O1C(OCCCC1)=O 1,3-dioxacycloheptan-2-one